N7-(4,4-difluorotetralin-1-yl)-2-(methoxymethyl)-5-methyl-pyrazolo[1,5-a]pyrimidine-3,7-dicarboxamide FC1(CCC(C2=CC=CC=C12)NC(=O)C1=CC(=NC=2N1N=C(C2C(=O)N)COC)C)F